C1(=CC=CC=C1)N(N)C(C1=CC=C(C=C1)C)=O N-phenyl-4-methylbenzhydrazide